2-bromo-N-(3-(methylsulfonyl)phenyl)acrylamide BrC(C(=O)NC1=CC(=CC=C1)S(=O)(=O)C)=C